1-(3-bromophenyl)-N-[4-(2,4-dioxo-1,2,3,4-tetrahydronaphtho[1,2-b][1,4]diazepin-5-yl)phenyl]methanesulfonamide vanadium-chromium-aluminum [Al].[Cr].[V].BrC=1C=C(C=CC1)CS(=O)(=O)NC1=CC=C(C=C1)N1C2=C(NC(CC1=O)=O)C1=CC=CC=C1C=C2